4-Bromo-3,5-dimethyl-1-((2-(trimethylsilyl)ethoxy)methyl)-1H-benzo[d]imidazol-2(3H)-one BrC1=C(C=CC=2N(C(N(C21)C)=O)COCC[Si](C)(C)C)C